[4-methyl-5-(pyrimidin-4-yl)-1,2,4-triazol-3-yl]methanol CN1C(=NN=C1C1=NC=NC=C1)CO